FC(C1=NC(=CC=C1)C(F)(F)F)(F)F 2,6-Bis(trifluoromethyl)pyridine